CC1=C(C=C(C(=O)NC2=NN(C(=C2)C)C(C)C)C=C1)C#CC=1C=NC=CC1 4-methyl-N-[5-methyl-1-(propan-2-yl)-1H-pyrazol-3-yl]-3-[2-(pyridin-3-yl)ethynyl]benzamide